Methyl 3-fluorobenzyloxy-4-hydroxybenzoate FC=1C=C(COC2=C(C(=O)OC)C=CC(=C2)O)C=CC1